CC1=C(NC(=C1CCC(=O)OC)C)C=O 3,5-dimethyl-4-methoxycarbonylethyl-2-pyrrolecarbaldehyde